3,5-bis(3,4-dimethoxybenzylidene)piperidin-4-one COC=1C=C(C=C2CNCC(C2=O)=CC2=CC(=C(C=C2)OC)OC)C=CC1OC